1,3-dimethoxynaphthalene COC1=CC(=CC2=CC=CC=C12)OC